The molecule is a hydroxy monocarboxylic acid anion that is the conjugate base of 3-dimethylallyl-4-hydroxymandelic acid, obtained by deprotonation of the carboxy group; major species at pH 7.3. It is a conjugate base of a 3-dimethylallyl-4-hydroxymandelic acid. CC(=CCC1=C(C=CC(=C1)C(C(=O)[O-])O)O)C